C1(CC1)C1=NC2=CC=CC=C2C(=N1)SCC(=O)C1=CC=C(S1)CCNS(=O)(=O)C N-(2-(5-(2-((2-cyclopropylquinazolin-4-yl)thio)acetyl)thiophen-2-yl)ethyl)methanesulfonamide